C(#N)[C@H](CC=1C=NC(=NC1)C=1C=CC2=C(N(C(O2)=O)C)C1)NC(=O)[C@H]1OCCCNC1 (S)-N-((S)-1-cyano-2-(2-(3-methyl-2-oxo-2,3-dihydrobenzo[d]oxazol-5-yl)pyrimidin-5-yl)ethyl)-1,4-oxazepane-2-carboxamide